N1CC(NCC1)CCC(=O)O 3-piperazine-propionic acid